NC1=C(C=C(C=N1)C=1C=NN(C1)C1CCN(CC1)C(CCCCCN1CC2(CC2)[C@H](C1)NC(OC(C)(C)C)=O)=O)O[C@H](C)C1=C(C(=CC=C1Cl)F)Cl tert-butyl N-[(7R)-5-{6-[4-(4-{6-amino-5-[(1R)-1-(2,6-dichloro-3-fluorophenyl)ethoxy]pyridin-3-yl}-1H-pyrazol-1-yl)piperidin-1-yl]-6-oxohexyl}-5-azaspiro[2.4]heptan-7-yl]carbamate